CC1(OB(OC1(C)C)C=1C=NSC1)C 4-(4,4,5,5-tetramethyl-1,3,2-dioxaborolan-2-yl)isothiazole